C(C1=CC=CC=C1)N1CCC[C@@H]2[C@H]1CCN1C2=NC2=CC=CC=C2C1=O |r| (±)-(4aR,13bR)-4-benzyl-1,2,3,4,4a,5,6,13b-octahydro-8H-[1,6]naphthyridino[5,6-b]quinazolin-8-one